FC=1C=C2C(C=C(N(C2=CC1)C)C=O)=C=O 6-fluoro-1-methyl-4-carbonyl-1,4-dihydroquinoline-2-carbaldehyde